ClC1=NN(C2=CC=C(C=C12)COC1=CC(=C2C=C(COC2=C1)CN1CCC(CC1)C(=O)OCC)F)C(C)C ethyl 1-[7-(3-chloro-1-isopropyl-1H-indazol-5-ylmethoxy)-5-fluoro-2H-chromen-3-ylmethyl]-piperidine-4-carboxylate